(E)-N-(4-(1-(6-(4-(4-((2-(2,6-dioxopiperidin-3-yl)-3-oxoisoindoline-4-yl)thio)butyl)piperazin-1-yl)pyridazin-3-carbonyl)piperidin-4-yl)butyl)-3-(pyridin-3-yl)acrylamide O=C1NC(CCC1N1CC2=CC=CC(=C2C1=O)SCCCCN1CCN(CC1)C1=CC=C(N=N1)C(=O)N1CCC(CC1)CCCCNC(\C=C\C=1C=NC=CC1)=O)=O